2-((3-chloro-5-(trifluoromethyl)pyridin-2-yl)sulfonyl)-6-((tetrahydro-2H-pyran-4-yl)methyl)-2,6-diazaspiro[3.3]heptane ClC=1C(=NC=C(C1)C(F)(F)F)S(=O)(=O)N1CC2(C1)CN(C2)CC2CCOCC2